[C@@H]12CC(C[C@H]2C1)OC1=NC(=NC=C1C(=O)N[C@H](\C=C\S(=O)(=O)C)C)C(C)(C)C 4-[[(1S,5R)-3-bicyclo[3.1.0]hexanyl]oxy]-2-tert-butyl-N-[(E,1S)-1-methyl-3-methylsulfonyl-allyl]pyrimidine-5-carboxamide